C(CCC)N1C(C2=C(C=C1)C=CN2)=O 6-butyl-1H-pyrrolo[2,3-c]pyridin-7-one